trans-N-(4-carbamoylcyclohexyl)carbamic acid tert-butyl ester C(C)(C)(C)OC(N[C@@H]1CC[C@H](CC1)C(N)=O)=O